1-(4-bromobenzenesulfonyl)-N-[4-(difluoromethoxy)phenyl]piperidin-4-amine BrC1=CC=C(C=C1)S(=O)(=O)N1CCC(CC1)NC1=CC=C(C=C1)OC(F)F